COC1=CC=C(C2=C1NC(=N2)NC(=O)N2CCC(CC2)C(=O)O)C=2C=NN(C2)C 1-{[7-methoxy-4-(1-methyl-1H-pyrazol-4-yl)-1H-1,3-benzodiazol-2-yl]carbamoyl}piperidine-4-carboxylic acid